5,10,15,20-tetrakis(3,5-dimethoxyphenyl)porphyrin COC=1C=C(C=C(C1)OC)C=1C2=CC=C(N2)C(=C2C=CC(C(=C3C=CC(=C(C=4C=CC1N4)C4=CC(=CC(=C4)OC)OC)N3)C3=CC(=CC(=C3)OC)OC)=N2)C2=CC(=CC(=C2)OC)OC